1,6-bis(hydroxyethyl)naphthalene OCCC1=CC=CC2=CC(=CC=C12)CCO